C1(CC1)NC(C(CC)(C(C)C)C(C)C)=O N-(cyclopropyl)-2,2-diisopropylbutanamide